C(#C)C1=NC=C(C=N1)C=O 2-ETHYNYL-5-PYRIMIDINECARBOXALDEHYDE